3-chloro-4-(((3R,4S)-3-hydroxy-3-(hydroxymethyl)-4-((4-(trifluoromethyl)phenyl)sulfonyl)pyrrolidin-1-yl)sulfonyl)benzonitrile ClC=1C=C(C#N)C=CC1S(=O)(=O)N1C[C@]([C@H](C1)S(=O)(=O)C1=CC=C(C=C1)C(F)(F)F)(CO)O